1-(4-(2-methoxy-5-((4-(trifluoromethyl)phenyl)amino)pyrimidin-4-yl)piperazin-1-yl)prop-2-en-1-one COC1=NC=C(C(=N1)N1CCN(CC1)C(C=C)=O)NC1=CC=C(C=C1)C(F)(F)F